C1(CC1)C=1C=NN(C1CO[C@H]1[C@@H]2CN([C@H](C1)C2)C=2SC1=C(N2)C(=CC=C1)C1CCOCC1)C1=C(C=CC=C1Cl)Cl 2-[(1S,4S,5R)-5-{[4-Cyclopropyl-1-(2,6-dichlorophenyl)-1H-pyrazol-5-yl]methoxy}-2-azabicyclo[2.2.1]heptan-2-yl]-4-(oxan-4-yl)-1,3-benzothiazol